(+)-1-[[6-(difluoromethyl)-2-(methoxymethyl)imidazo[2,1-b][1,3,4]thiadiazol-5-yl]methyl]-4-(2,2-difluoropropyl)imidazolidin-2-one FC(C=1N=C2SC(=NN2C1CN1C(NC(C1)CC(C)(F)F)=O)COC)F